[Si](C)(C)(C(C)(C)C)O[C@H]1[C@@H](O[C@@H]([C@H]1OC)CO[Si](C)(C)C(C)(C)C)N1C(NC(C=C1)=O)=O 1-((2R,3R,4R,5R)-3-((tert-butyldimethylsilyl)oxy)-5-(((tert-butyldimethylsilyl)oxy)methyl)-4-methoxytetrahydrofuran-2-yl)pyrimidine-2,4(1H,3H)-dione